COC(CCCCC(C(=O)O)(C)C)CCCCC(C(=O)O)(C)C 7-methoxy-2,2,12,12-tetramethyltridecanedioic acid